C12(CC3CC(CC(C1)C3)C2)CN2N=CC(=C2C)C2=C(C=3N(C=C2)C(=CN3)C=3N=NC(=CC3)Cl)C(=O)OC methyl 7-(1-(adamantan-1-ylmethyl)-5-methyl-1H-pyrazol-4-yl)-3-(6-chloropyridazin-3-yl)imidazo[1,2-a]pyridine-8-carboxylate